bis(cyclopentadienyl)bis[2,6-difluoro-3-(butyrylamino)phenyl]titanium C1(C=CC=C1)[Ti](C1=C(C(=CC=C1F)NC(CCC)=O)F)(C1=C(C(=CC=C1F)NC(CCC)=O)F)C1C=CC=C1